FC=1C=NN2C1C=C(C=C2)NC(=O)C=2C=NN(C2C(F)(F)F)C2=C1C=CNC(C1=CC=C2)=O N-(3-fluoropyrazolo[1,5-a]pyridin-5-yl)-1-(1-oxo-1,2-dihydroisoquinolin-5-yl)-5-trifluoromethyl-1H-pyrazole-4-carboxamide